CC(C)NCCN1N=C2C(CN(CC2)C(=O)OC(C)(C)C)=C1C(=O)OCC 5-tert-Butyl 3-ethyl 2-{2-[(propan-2-yl)amino]ethyl}-2,4,6,7-tetrahydro-5H-pyrazolo[4,3-c]pyridine-3,5-dicarboxylate